OC1=CC=C(C=C1)CC(C(=O)O)=O 4-hydroxyphenylpyruvic acid